3-amino-2-methoxy-propan-1-ol NCC(CO)OC